BrC=1C=C(C=CC1)C#CC1=C(C#N)C=CC=C1 2-((3-bromophenyl)ethynyl)benzonitrile